N1C=NC2=C1C=CC(=C2)NC(C#N)C2=CC=C(C=C2)C=2SC(=CC2)C(F)(F)F (1H-benzimidazol-5-ylamino){4-[5-(trifluoromethyl)thiophen-2-yl]phenyl}acetonitrile